C(CCCCCCCC)(=O)OCC(C)OC(CCCCCCCC)=O propyleneglycol dipelargonate